4-bromopentyloxymethyl ether BrC(CCCOCOCOCCCC(C)Br)C